{4-[4-amino-7-(cis-4-cyanocyclohexyl)pyrrolo[2,1-f][1,2,4]triazin-5-yl]phenyl}-2-oxo-1-phenyl-1,2-dihydropyridine-3-carboxamide NC1=NC=NN2C1=C(C=C2[C@@H]2CC[C@@H](CC2)C#N)C2=CC=C(C=C2)C2=C(C(N(C=C2)C2=CC=CC=C2)=O)C(=O)N